C(C1=CC=CC=C1)OCC1C(COCC1C1=CC=C(C=C1)Br)C(=O)O 4-((benzyloxy)methyl)-5-(4-bromophenyl)tetrahydro-2H-pyran-3-carboxylic acid